6-(4-(2-(4-cyclopropylphenyl)acetyl)piperazin-1-yl)pyridazine-3-carbonitrile C1(CC1)C1=CC=C(C=C1)CC(=O)N1CCN(CC1)C1=CC=C(N=N1)C#N